ICCCCCCCCC=CC=CCCCCCC 1-iodo-9,11-octadecadiene